bromophenethyl-carbamic acid benzyl ester C(C1=CC=CC=C1)OC(N(CCC1=CC=CC=C1)Br)=O